Cl.C(C)(C)NC(C)C diisopropyl-amine hydrogen chloride salt